N-(3-(3,6-difluoropyridin-2-yl)-1-((1r,4r)-4-ethoxycyclohexyl)-1H-pyrazol-4-yl)-2-(1-(morpholine-4-carbonyl)-1H-pyrazol-4-yl)thiazole-4-carboxamide FC=1C(=NC(=CC1)F)C1=NN(C=C1NC(=O)C=1N=C(SC1)C=1C=NN(C1)C(=O)N1CCOCC1)C1CCC(CC1)OCC